N-ethyl-5-fluoro-2-[1-methyl-6-[(3S)-pyrrolidin-3-yl]-1H-indazol-4-yl]-N-(isopropyl)benzamide C(C)N(C(C1=C(C=CC(=C1)F)C1=C2C=NN(C2=CC(=C1)[C@H]1CNCC1)C)=O)C(C)C